NC1=C(C#N)C=C(C=C1C1CC1)C(F)F 2-amino-3-cyclopropyl-5-(difluoromethyl)benzonitrile